14-cyclopropyl-4-fluoro-6-(propan-2-yl)-19-oxa-11λ6-thia-10,21-diazatetracyclo[18.3.1.112,16.02,7]pentacosa-1(23),2(7),3,5,12(25),13,15,20(24),21-nonaene-9,11,11-trione C1(CC1)C1=CC=2S(NC(CC=3C(=CC(=CC3C3=CC=NC(OCCC(=C1)C2)=C3)F)C(C)C)=O)(=O)=O